C1(CC1)C[C@@H](C(=O)OCC1=CC=C(C=C1)C)NC(C[C@H]1N(C(CC1)=O)CC1=C(C(=CC=C1)F)F)=O 4-Methylbenzyl (S)-3-cyclopropyl-2-(2-((S)-1-(2,3-difluorobenzyl)-5-oxopyrrolidin-2-yl)acetamido)propanoate